C1CC(CC1)C(C)=O 3-cyclopentylethanone